C1(CC1)C1=NNC(=C1)NC1=CC2=C(C(=NO2)NS(=O)(=O)C2=C(C=C(C=C2OC)C2COCCC2)OC)C=C1OC N-{6-[(3-cyclopropyl-1H-pyrazol-5-yl)amino]-5-methoxy-1,2-benzoxazol-3-yl}-2,6-dimethoxy-4-(oxan-3-yl)benzene-1-sulfonamide